C1(CC1)C1=CC(=C(C(=O)N)C=C1C(F)(F)F)OC1=C(C=C(C=C1)F)C 4-cyclopropyl-2-(4-fluoro-2-methylphenoxy)-5-(trifluoromethyl)benzamide